N4,N4-dimethylbenzene-1,4-disulfonamide CN(S(=O)(=O)C1=CC=C(C=C1)S(=O)(=O)N)C